1-(3-(aminomethyl)phenyl)-N-(3-(3-cyclopropyl-1-(1H-imidazol-1-yl)propyl)phenyl)-3-(trifluoromethyl)-1H-pyrazole-5-carboxamide NCC=1C=C(C=CC1)N1N=C(C=C1C(=O)NC1=CC(=CC=C1)C(CCC1CC1)N1C=NC=C1)C(F)(F)F